ClC1=CC(=C(OCC=2C=NN(C2)CC(=O)OC(C)(C)C)C=C1OCC1=C(C(=CC=C1)C1=CC2=C(OCCO2)C=C1)C)C=O tert-Butyl 2-(4-((4-chloro-5-((3-(2,3-dihydrobenzo[b][1,4]dioxin-6-yl)-2-methylbenzyl)oxy)-2-formylphenoxy)methyl)-1H-pyrazol-1-yl)acetate